CO[C@H](CO)C (S)-2-methoxypropanol